1-(Cyclopropylimino)-4-(6-methyl-4-((pyrrolidin-2-ylmethyl)amino)quinazolin-2-yl)-2,3,4,5-tetrahydro-benzo[f][1,4]thiazepine C1(CC1)N=S1CCN(CC2=C1C=CC=C2)C2=NC1=CC=C(C=C1C(=N2)NCC2NCCC2)C